[N+](=O)([O-])C1=CC=2NC3=CC(=CC=C3C2C=C1)[N+](=O)[O-] 2,7-dinitro-9H-carbazole